2-bromomethyl-oxazole BrCC=1OC=CN1